ethyl (E)-3-[1-methyl-5-(trifluoromethyl)pyrazol-4-yl]prop-2-enoate CN1N=CC(=C1C(F)(F)F)/C=C/C(=O)OCC